Br.Br.N1C=NC(=C1)CC1CCNCC1 4-((1H-imidazol-4-yl)methyl)piperidine dihydrobromide